ClC1=CC=C(C=C1)CCC(C(C)(C)C)=O 1-(4-Chlorophenyl)-4,4-dimethyl-3-pentanone